C(OCCCC12CC3CC(CC(C1)C3)C2)(OC[C@]2(O[C@H](C[C@@H]2O)N2C3=NC(=NC(=C3N=C2)N)F)C#C)=O 3-(1-adamantyl)propyl [(2R,3S,5R)-5-(6-amino-2-fluoro-purin-9-yl)-2-ethynyl-3-hydroxy-tetrahydrofuran-2-yl]methyl carbonate